(R)-6-(2-methylpyridin-4-yl)-1-(tetrahydrofuran-3-yl)-1H-indazol-5-amine CC1=NC=CC(=C1)C1=C(C=C2C=NN(C2=C1)[C@H]1COCC1)N